N1CC(CCC1)N1C(NC2=C1C=C(C=C2)C(F)(F)F)=O 1-(piperidin-3-yl)-6-(trifluoromethyl)-1,3-dihydro-2H-benzo[d]Imidazol-2-one